tert-butyl 6-(methyl ((1r,3r)-3-((5-(5-methyl-5H-pyrido[4,3-b]indol-7-yl) pyridin-2-yl) oxy) cyclobutyl) amino)-2-azaspiro[3.3]heptane-2-carboxylate CN(C1CC2(CN(C2)C(=O)OC(C)(C)C)C1)C1CC(C1)OC1=NC=C(C=C1)C=1C=CC=2C3=C(N(C2C1)C)C=CN=C3